tert-butyl (3S)-3-[4-[[1-(3-chloro-2-fluoro-phenyl)-2-methoxy-ethyl]amino]pyrido[3,2-d]pyrimidin-6-yl]oxypyrrolidine-1-carboxylate ClC=1C(=C(C=CC1)C(COC)NC=1C2=C(N=CN1)C=CC(=N2)O[C@@H]2CN(CC2)C(=O)OC(C)(C)C)F